4-methyl-3-[[1-oxo-2-(propylamino)propyl]amino]-2-thiophenecarboxylic acid methyl ester hydrochloride Cl.COC(=O)C=1SC=C(C1NC(C(C)NCCC)=O)C